C(C)C(COP(O)(=O)CC(CCCC)CC)CCCC (2-ethylhexyl)phosphonic acid-(2-ethylhexyl) ester